3-acetylamino-(s)-tetrahydropyrrole C(C)(=O)N[C@@H]1CNCC1